C(CCCCCCCCCCCC)C1CCCCCCCCCCC1 n-tridecyl-cyclododecane